C(C)S(=O)(=O)O.[Br-].[Na+] sodium bromide ethanesulfonate